1-(4-Chlorophenyl)-4-((2-chloropyridin-4-yl)ethynyl)-5-methyl-1H-imidazole-2-carboxamide ClC1=CC=C(C=C1)N1C(=NC(=C1C)C#CC1=CC(=NC=C1)Cl)C(=O)N